(S)-N-(4-(3-aminopiperidin-1-yl)-5-(4-methoxy-3,5-dimethylphenyl)pyridin-2-yl)-2-(2-fluoro-6-methoxyphenyl)pyrimidin-4-amine N[C@@H]1CN(CCC1)C1=CC(=NC=C1C1=CC(=C(C(=C1)C)OC)C)NC1=NC(=NC=C1)C1=C(C=CC=C1OC)F